N-[(2,3-Dihydro-1,4-benzodioxin-2-yl)methyl]-N-propylthieno[2,3-d]pyrimidin-4-amine O1C(COC2=C1C=CC=C2)CN(C=2C1=C(N=CN2)SC=C1)CCC